NC([C@H](CO)NC(=O)C1=C(OC2=C1C=C(C=C2)OC(C)C2=CN=C(S2)C)C)=O N-((S)-1-amino-3-hydroxy-1-oxopropan-2-yl)-2-methyl-5-(1-(2-methylthiazol-5-yl)ethoxy)benzofuran-3-carboxamide